N'-{5-Bromo-6-[(trans-4-isopropylcyclohexyl)oxy]-2-methylpyridin-3-yl}-N-ethyl-N-methylimidoformamide BrC=1C=C(C(=NC1O[C@@H]1CC[C@H](CC1)C(C)C)C)N=CN(C)CC